(7-(1-(4-chlorobenzyl)piperidin-3-yl)-2-methylpyrazolo[1,5-a]pyrimidin-3-yl)methylamine ClC1=CC=C(CN2CC(CCC2)C2=CC=NC=3N2N=C(C3CN)C)C=C1